(1R,5S,8S)-8-((tert-Butoxycarbonyl)amino)-3-azabicyclo[3.2.1]octane-3-carboxylic acid benzyl ester C(C1=CC=CC=C1)OC(=O)N1C[C@H]2CC[C@@H](C1)C2NC(=O)OC(C)(C)C